tetracontanol C(CCCCCCCCCCCCCCCCCCCCCCCCCCCCCCCCCCCCCCC)O